((1R,6S,7S)-7-(2-fluorophenyl)-3-(6-(2-methyl-2H-indazol-5-yl)-1,5-naphthyridin-2-yl)-3-azabicyclo[4.1.0]heptan-7-yl)methanamine FC1=C(C=CC=C1)[C@@]1([C@H]2CCN(C[C@@H]12)C1=NC2=CC=C(N=C2C=C1)C1=CC2=CN(N=C2C=C1)C)CN